tert-butyl (2-(4-chloro-2-((2-chloro-4-nitrophenyl)carbamoyl)phenoxy)ethyl)carbamate ClC1=CC(=C(OCCNC(OC(C)(C)C)=O)C=C1)C(NC1=C(C=C(C=C1)[N+](=O)[O-])Cl)=O